carbonic acid monosodium salt [Na+].C([O-])(O)=O